tert-butyl 2-(diethoxyphosphoryl)-3-(3-(4-(1,1-difluorobutyl)phenyl)-1,2,4-oxadiazol-5-yl)propanoate C(C)OP(=O)(OCC)C(C(=O)OC(C)(C)C)CC1=NC(=NO1)C1=CC=C(C=C1)C(CCC)(F)F